(1R,3S)-3-(3-{[(6-methylpyrazin-2-yl)acetyl]amino}-1H-pyrazol-5-yl)cyclopentyl (2S)-butan-2-ylcarbamate C[C@@H](CC)NC(O[C@H]1C[C@H](CC1)C1=CC(=NN1)NC(CC1=NC(=CN=C1)C)=O)=O